C1CCC(C1)N(C=O)C2CCC2 N-cyclopentyl-N-cyclobutylformamide